4-benzyl-6-chloro-1H-quinolin-2-one C(C1=CC=CC=C1)C1=CC(NC2=CC=C(C=C12)Cl)=O